4-(3-amino-2-methylphenoxy)-N-cyclopropyl-2-((2-fluoro-4-iodophenyl)amino)-N,1,5-trimethyl-6-oxo-1,6-dihydropyridine-3-carboxamide NC=1C(=C(OC=2C(=C(N(C(C2C)=O)C)NC2=C(C=C(C=C2)I)F)C(=O)N(C)C2CC2)C=CC1)C